1,1'-(3,3'-dichloro[1,1'-biphenyl]-4,4'-diyl)bis{7-amino-4-hydroxy-3-[(E)-diazenyl]naphthalene-2-sulfonic acid} ClC=1C=C(C=CC1C1=C(C(=C(C2=CC=C(C=C12)N)O)\N=N\[H])S(=O)(=O)O)C1=CC(=C(C=C1)C1=C(C(=C(C2=CC=C(C=C12)N)O)\N=N\[H])S(=O)(=O)O)Cl